COC(=O)C1=CN=CN1 imidazole-5-carboxylic acid methyl ester